tert-butyl (cis-3-hydroxycyclohexyl)carbamate O[C@H]1C[C@H](CCC1)NC(OC(C)(C)C)=O